aminodisilane N[SiH2][SiH3]